C1(CC1)C(=O)N1C2=C(OCC1)C(=CC(=C2)C(=O)N[C@H](C)C=2C=NC(=NC2)C(F)(F)F)C=2SC(=CN2)C (R)-4-(cyclopropanecarbonyl)-8-(5-methylthiazol-2-yl)-N-(1-(2-(trifluoromethyl)pyrimidin-5-yl)ethyl)-3,4-dihydro-2H-benzo[b][1,4]oxazine-6-carboxamide